3-(2-iodoethoxy)propionic acid methyl ester COC(CCOCCI)=O